ClC=1C=CC=2C3=C(C(N(C2C1)C1=CC=CC=C1)=O)N=C(N3C)S(=O)C3=CC=C(C=C3)OC 7-Chloro-2-((4-methoxyphenyl)sulfinyl)-1-methyl-5-phenyl-1,5-dihydro-4H-Imidazo[4,5-c]Quinoline-4-one